FC(OC1=C(C=C(C=C1)OC=1C=NN(C1)[C@H]1CN(CC1)C)C1=NN(C=C1NC(=O)C=1C=NN2C1N=CC=C2)C)F |r| N-[3-[2-(difluoromethoxy)-5-[1-[rac-(3R)-1-methylpyrrolidin-3-yl]pyrazol-4-yl]oxy-phenyl]-1-methyl-pyrazol-4-yl]pyrazolo[1,5-a]pyrimidine-3-carboxamide